C(C)(C)(C)OC(NCCS)=O N-(2-mercaptoethyl)carbamic acid tert-butyl ester